3,4-dichloro-2-((S)-3-((R)-tetrahydrofuran-3-yl)-6,7-dihydro-5H-pyrrolo[2,1-c][1,2,4]triazol-6-yl)phenol ClC=1C(=C(C=CC1Cl)O)[C@@H]1CC2=NN=C(N2C1)[C@@H]1COCC1